C(C1=CC(O)=C(O)C(O)=C1)(=O)[O-].[Nd+3].C(C1=CC(O)=C(O)C(O)=C1)(=O)[O-].C(C1=CC(O)=C(O)C(O)=C1)(=O)[O-] Neodymium Gallate